CC([C@@H](C(N[C@H](C(N[C@H](C=C=O)C[C@H]1C(NCC1)=C=O)=C=O)CC1CCCCC1)=C=O)NC(=O)C=1NC2=CC=CC=C2C1)C N-{(S)-3-methyl-1-carbonyl-1-{{(S)-1-carbonyl-1-{{(S)-1-carbonyl-3-[(S)-2-carbonylpyrrolidin-3-yl]propan-2-yl}amino}-3-cyclohexylpropan-2-yl}amino}butan-2-yl}indole-2-carboxamide